N-(6-amino-5-methyl-3-pyridyl)-2-[(2S,5R)-5-methyl-4-(1-methylcyclopropanecarbonyl)-2-(3-thienyl)piperazin-1-yl]-2-oxo-acetamide NC1=C(C=C(C=N1)NC(C(=O)N1[C@H](CN([C@@H](C1)C)C(=O)C1(CC1)C)C1=CSC=C1)=O)C